(R)-1-(3-(1,1-difluoroethyl)phenyl)ethane-1,2-diol FC(C)(F)C=1C=C(C=CC1)[C@H](CO)O